C(C)(SCCCCCC1=CC=C(C=C1)Cl)=O S-(5-(4-chlorophenyl)pentyl) ethanethioate